[Si]([O-])([O-])([O-])[O-].[Li+].[Co+2].[Ni+2] Nickel-cobalt lithium silicate